C1N(CCC2=CC=CC=C12)CC(CN1C(C2=C(CCC1)C=C(C=C2)OC)=O)O 2-[3-(3,4-dihydro-1H-isoquinolin-2-yl)-2-hydroxy-propyl]-7-methoxy-4,5-dihydro-3H-2-benzazepine-1-one